(2S)-2-Amino-2-[(3,4-dihydroxyphenyl)methyl]-3,3-difluoropropanoic acid N[C@@](C(=O)O)(C(F)F)CC1=CC(=C(C=C1)O)O